dimethylhexadecyl-[3-(trimethoxysilyl)propyl] bromide CC(CCCCCCCCCCCCCCC)(C(CCBr)[Si](OC)(OC)OC)C